FC1=CC=C(C=C1)C1=CC(=CC=C1)N(C1=NC=2N(C3=CC=CC=C13)C=NN2)C N-(4'-Fluoro-[1,1'-biphenyl]-3-yl)-N-methyl-[1,2,4]triazolo[4,3-a]quinazolin-5-amine